n-pentyl-n-hexyl phthalate C(C=1C(C(=O)[O-])=CC=CC1)(=O)OC(CCCCC)CCCCC